N-(6-(2H-1,2,3-triazol-2-yl)-5-(trifluoromethyl)pyridin-3-yl)-3,4'-difluoro-2'-hydroxy-[1,1'-biphenyl]-4-carboxamide N=1N(N=CC1)C1=C(C=C(C=N1)NC(=O)C1=C(C=C(C=C1)C1=C(C=C(C=C1)F)O)F)C(F)(F)F